CC=1C(=NC(=NC1)SC)[Sn](C)(C)C 5-methyl-2-(methylthio)-4-(trimethylstannyl)pyrimidine